3-(prop-2-yn-1-yloxy)oxetane C(C#C)OC1COC1